BrC1=C(C(=CC(=C1O)Br)/C=N/C=1C=CC2=C(N=C(O2)C2=CC(=CC(=C2)OC)OC)C1)O (E)-2,4-dibromo-6-(((2-(3,5-dimethoxyphenyl)benzo[d]oxazol-5-yl)imino)methyl)benzene-1,3-diol